N-(3-bromo-5-fluorophenyl)-N-(2,2-difluoroethyl)-6-fluoro-1-methyl-[1,2,4]triazolo[4,3-a]quinazolin-5-amine BrC=1C=C(C=C(C1)F)N(C1=NC=2N(C3=CC=CC(=C13)F)C(=NN2)C)CC(F)F